P(=O)(O)(O)O[C@H]1[C@H]([C@@](O[C@@H]1CO)(N1C=NC=2C(=O)NC(N)=NC12)F)O fluoro-guanosine-3'-phosphate